BrC1=CC(=C2C=C(C(NC2=C1F)=O)C(F)F)F 7-bromo-3-(difluoromethyl)-5,8-difluoro-1H-quinolin-2-one